((1S,4S,5S)-4-(2,6-dimethoxy-4-(2-methyloctan-2-yl)phenyl)-6,6-Dimethylbicyclo[3.1.1]hept-2-en-2-yl)methanol COC1=C(C(=CC(=C1)C(C)(CCCCCC)C)OC)[C@H]1C=C([C@@H]2C([C@H]1C2)(C)C)CO